C1(=CC=C(C=C1)C1=CC=C2C(=N1)N=C(S2)C(=O)O)C2=CC=CC=C2 5-([1,1'-biphenyl]-4-yl)thiazolo[4,5-b]pyridine-2-carboxylic acid